FC=1C=C(C(Br)Br)C=C(C1F)F 3,4,5-trifluorobromobenzyl bromide